NC=1N=CC2=CC(=CC=C2C1C(=O)NCC1CCNCC1)C1=C(C=CC=C1C)Cl 3-amino-7-(2-chloro-6-methyl-phenyl)-N-(4-piperidylmethyl)isoquinoline-4-carboxamide